1-aminomethylsilanetriol NC[Si](O)(O)O